BrC(C(=O)O)C1CCC(CC1)O 2-bromo-2-(4-hydroxycyclohexyl)acetic acid